2-(furan-2-yl)-4-(trimethylstannyl)pyrimidine O1C(=CC=C1)C1=NC=CC(=N1)[Sn](C)(C)C